FC(OC1=C(C(=C(C=C1)C1=CN=C2N1C=CN=C2NC2=CC(=C(C(=O)N1CCN(CC1)C(=O)C1CCN(CC1)C(=O)OC(C)(C)C)C=C2)F)F)F)F tert-butyl 4-(4-(4-((3-(4-(difluoromethoxy)-2,3-difluorophenyl)imidazo[1,2-a]pyrazin-8-yl)amino)-2-fluorobenzoyl)piperazine-1-carbonyl)piperidine-1-carboxylate